ClC=1C=CC(=C(C1)O)C1=C2C(=C(N=N1)N[C@H]1[C@@H](COCC1)C)C=NC=C2 5-chloro-2-(4-{[(3S,4R)-3-methyloxan-4-yl]amino}pyrido[3,4-d]pyridazin-1-yl)phenol